3-methyl-2,4-dimethoxyphenol CC=1C(=C(C=CC1OC)O)OC